C(C)O[Si](CCCSCN(C1=NC(=NC(=N1)N(COC)COC)N(COC)COC)COC)(OCC)OCC N-(5-triethoxysilyl-2-thiapentyl)-N,N',N',N'',N''-pentakis-methoxymethyl-[1,3,5]triazine-2,4,6-triamine